(R)-N-(5-chloro-2-ethoxybenzyl)-1-methylpiperidin-3-amine ClC=1C=CC(=C(CN[C@H]2CN(CCC2)C)C1)OCC